2-(4-ethyl-benzyl)-4-(β-D-glucopyranos-1-yl)-benzonitrile C(C)C1=CC=C(CC2=C(C#N)C=CC(=C2)[C@]2(O)[C@H](O)[C@@H](O)[C@H](O)[C@H](O2)CO)C=C1